FC1=C(C(=CC=C1C(=O)C1=NNC2=NC=C(C=C21)C=2C=NC(=NC2)SC)F)NS(=O)(=O)CCC N-(2,6-difluoro-3-(5-(2-(methylsulfanyl)pyrimidin-5-yl)-1H-pyrazolo[3,4-b]pyridine-3-carbonyl)phenyl)propane-1-sulfonamide